2-amino-5-bromo-6-methyl-nicotinic acid NC1=C(C(=O)O)C=C(C(=N1)C)Br